N1CC(C1)CN1CCC(CC1)C(=O)NCCCNC(C1=C(C=C(C=C1)NC(=O)C=1N(C(=CN1)C1=C(C(=C(C=C1)OC(F)F)F)F)C)CC)=O 1-(azetidin-3-ylmethyl)-N-[3-[[4-[[5-[4-(difluoromethoxy)-2,3-difluoro-phenyl]-1-methyl-imidazole-2-carbonyl]amino]-2-ethyl-benzoyl]amino]propyl]piperidine-4-carboxamide